methyl 8-cyclopropyl-4-hydroxy-6-methyl-2-oxo-1,2-dihydro-1,7-naphthyridine-3-carboxylate C1(CC1)C=1N=C(C=C2C(=C(C(NC12)=O)C(=O)OC)O)C